2,3-dihydroxycyclopent-2-en-1-one OC=1C(CCC1O)=O